ClC=1C=C(C(=C(C1)C1=NC=NN2C1=CC(=C2)CN2C(N(C=CC2=O)C)=O)CC2CNC[C@@H](O2)C)F 3-((4-(5-chloro-3-fluoro-2-(((6S)-6-methylmorpholin-2-yl)methyl)phenyl)pyrrolo[2,1-f][1,2,4]triazin-6-yl)methyl)-1-methylpyrimidine-2,4(1H,3H)-dione